2-[3-(5-chloro-2-fluoro-phenyl)-1H-pyrazol-4-yl]-7-(5,6,7,8-tetrahydroimidazo[1,2-a]pyrazin-3-yl)-1,5-naphthyridine ClC=1C=CC(=C(C1)C1=NNC=C1C1=NC2=CC(=CN=C2C=C1)C1=CN=C2N1CCNC2)F